ClC=1C=NC=C(C1[C@@H](C)OC=1C=C2C(=NNC2=CC1)C=1C=NC(=NC1)N=S(=O)(C)C)Cl [5-[5-[(1R)-1-(3,5-dichloro-4-pyridyl)ethoxy]-1H-indazol-3-yl]pyrimidin-2-yl]imino-dimethyl-oxo-λ6-sulfane